FC(C(=O)OC1CCCC1)F cyclopentyl difluoroacetate